C(=S)(N)NNC(=S)N 2,5-dithiourea